(2S)-N,N-BIS(4-METHOXYBENZYL)-1-((2S)-TETRAHYDRO-2-FURANYL)-5-HEXENE-2-SULFONAMIDE COC1=CC=C(CN(S(=O)(=O)[C@H](C[C@H]2OCCC2)CCC=C)CC2=CC=C(C=C2)OC)C=C1